3-methylthiopropanamide CCCC(=S)N